[F-].C(CC)[P+](C1=CC=CC=C1)(C1=CC=CC=C1)C1=CC=CC=C1 propyltriphenylphosphonium fluoride